tert-butyl (E)-3-(1-bicyclo[1.1.1]pentanylamino)prop-2-enoate C12(CC(C1)C2)N/C=C/C(=O)OC(C)(C)C